C1(=CC=CC=C1)C=1N=C(SC1)NC(CC)=O N-(4-phenyl-1,3-thiazol-2-yl)propanamide